(3-bromobutyl)triphenyl-phosphonium bromide [Br-].BrC(CC[P+](C1=CC=CC=C1)(C1=CC=CC=C1)C1=CC=CC=C1)C